2-(((4-methoxybenzyl)oxy)propyl)-1,6-dihydroimidazo[4,5-d]Pyrrolo[2,3-b]Pyridine COC1=CC=C(COCCCC2=NC=3C(=C4C(=NC3)NC=C4)N2)C=C1